FC=1C(=C2C(=NC1NC1=NC(=CC(=C1)NC)C)CCO2)[C@H]2CCNCCC2 |r| N2-[6-fluoro-7-[rac-(4R)-azepan-4-yl]-2,3-dihydrofuro[3,2-b]pyridin-5-yl]-N4,6-dimethyl-pyridine-2,4-diamine